C1CC12CCN(CC2)C2=NC=CC(=N2)NC2=CC(=NO2)C2=C(C=C(C=C2)OC)F N-(2-(6-azaspiro[2.5]octan-6-yl)pyrimidin-4-yl)-3-(2-fluoro-4-methoxyphenyl)isoxazol-5-amine